FC1(C(C2=CC=CC(=C12)OC1=CC(=CC(=C1)C)F)=O)F 8,8-difluoro-2-(3-fluoro-5-methylphenoxy)bicyclo[4.2.0]octa-1,3,5-trien-7-one